5-(4-fluorophenyl)spiro[indoline-3,4'-[1,2]dioxolane]-2-one FC1=CC=C(C=C1)C=1C=C2C(=CC1)NC(C21COOC1)=O